C1(CC1)C=1NC(=NN1)C1CC2(CN(C2)C(=O)N2CC(C2)NCC2=CC(=C(C=C2)C(F)(F)F)F)C1 [6-(5-cyclopropyl-4H-1,2,4-triazol-3-yl)-2-azaspiro[3.3]heptan-2-yl]-[3-[[3-fluoro-4-(trifluoromethyl)phenyl]methylamino]azetidin-1-yl]methanone